CN1N=CC(=C1C)S(=O)(=O)N1CCC=CC1 1-((1,5-dimethyl-1H-pyrazol-4-yl)sulfonyl)-1,2,3,6-tetrahydropyridin